aluminum quinolinol N1=C(C=CC2=CC=CC=C12)O.[Al]